C(C)(=O)C=1C=CC(=NC1)C(=O)O 5-Acetylpicolinic acid